2-hydroxy-5-butyl-benzoic acid OC1=C(C(=O)O)C=C(C=C1)CCCC